N1CNCC1 imidazolidine